tert-Butyl 3-((2-(N,N-bis(4-methoxybenzyl)sulfamoyl)-4-(2-carbamoyl-1H-benzo[d]imidazol-4-yl)-3-(2-(4-methoxybenzyl)-2H-tetrazol-5-yl)phenyl)sulfonyl)azetidine-1-carboxylate COC1=CC=C(CN(S(=O)(=O)C2=C(C=CC(=C2C=2N=NN(N2)CC2=CC=C(C=C2)OC)C2=CC=CC=3NC(=NC32)C(N)=O)S(=O)(=O)C3CN(C3)C(=O)OC(C)(C)C)CC3=CC=C(C=C3)OC)C=C1